N2-acetyl-3'-aza-2'-chloro-5-methyltetrahydrofolate C(C)(=O)NC1=NC=2NCC(CNC3=NC(=C(C(N[C@@H](CCC(=O)[O-])C(=O)O)=O)C=C3)Cl)N(C2C(N1)=O)C